C(C)(=O)C1(CCC2C3C=C(C4=CC(CCC4(C3CCC12C)C)=O)C)CC(=O)[O-] (17-Acetyl-6,10,13-trimethyl-3-oxo-2,8,9,11,12,14,15,16-octahydro-1H-cyclopenta[a]phenanthren-17-yl)acetate